N1(CCCC2=CC=CC=C12)C(=O)ON=CC1=CC=C(C=C1)Br 4-bromobenzaldehyde O-(1,2,3,4-tetrahydroquinoline-1-carbonyl) oxime